1-methylimidazole cobalt trichloride [Co](Cl)(Cl)Cl.CN1C=NC=C1